FC=1C=C(C=CC1NN)S(=O)(=O)N 3-Fluoro-4-hydrazino-benzenesulfonamide